C(#N)C1=C(C=CC=C1C)NC(COC=1C=CC=C2C(=NN(C12)C)C1C(NC(CC1)=O)=O)=O N-(2-Cyano-3-methylphenyl)-2-((3-(2,6-dioxopiperidin-3-yl)-1-methyl-1H-indazol-7-yl)oxy)acetamide